C[C@@H]1CN(C[C@@H](N1C(=O)N1N=C(C=C1)C)C)C(=O)OC(C)(C)C tert-butyl (3R,5S)-3,5-dimethyl-4-(3-methyl-1H-pyrazole-1-carbonyl)piperazine-1-carboxylate